(S)-2-chloro-7-isopropyl-3-methoxy-11-oxo-6,7-dihydro-11H-benzo[f]pyrido[1,2-d][1,4]oxazepine-10-carboxylic acid ClC=1C(=CC2=C(C=3N([C@H](CO2)C(C)C)C=C(C(C3)=O)C(=O)O)C1)OC